NC1=CC(=NC(=N1)C1CC1)N1CCS(CC1)(=O)=O 4-(6-amino-2-cyclopropylpyrimidin-4-yl)thiomorpholine 1,1-dioxide